N-(5-((3-Fluorophenoxy)-methyl)-2,3-dihydrobenzofuran-7-yl)-1,1-diphenylmethanimine FC=1C=C(OCC=2C=C(C3=C(CCO3)C2)N=C(C2=CC=CC=C2)C2=CC=CC=C2)C=CC1